C1(CC1)N(CC[C@@H](C(=O)O)NC(=O)OCC1CC1)CCCCC1=NC=2NCCCC2C=C1 (S)-4-(cyclopropyl(4-(5,6,7,8-tetrahydro-1,8-naphthyridin-2-yl)butyl)amino)-2-(((cyclopropylmethoxy)carbonyl)amino)butanoic acid